5-bromo-1-(pyrimidin-2-ylmethyl)indolin-2-one BrC=1C=C2CC(N(C2=CC1)CC1=NC=CC=N1)=O